rac-(5S)-5-Ethyl-N-[rac-(3S)-5-methyl-4-oxo-2,3-dihydro-1,5-benzoxazepin-3-yl]-5,6,7,8-tetrahydro-[1,2,4]triazolo[1,5-a]pyridin-2-carboxamid C(C)[C@H]1CCCC=2N1N=C(N2)C(=O)N[C@H]2COC1=C(N(C2=O)C)C=CC=C1 |r|